[Si](C)(C)(C(C)(C)C)O[C@H](C)C=1C(=NC=CN1)N1N=C(N=C1)C(=O)N(C)CC |r| (rac)-1-{3-[1-{[tert-Butyl(dimethyl)silyl]oxy}ethyl]pyrazin-2-yl}-N-ethyl-N-methyl-1H-1,2,4-triazole-3-carboxamide